C1(=CC=CC=C1)C1=C(C=2C=CC3=CC=CC=C3C2C=C1)C1=C(C=CC=C1)C1=CC=CC=2C3=CC=CC=C3C=CC12 (phenylphenanthrenyl)(phenanthrenyl)benzene